ClC=1C=C(C2=C(N1)NN=C2)C=O D-6-chloro-1H-pyrazolo[3,4-b]pyridine-4-carbaldehyde